COC=1C=C(C=CC1OC)C(C(=O)NN1C(=NC2=CC=CC=C2C1=O)C(C)C)C 2-(3,4-Dimethoxy-phenyl)-N-(2-isopropyl-4-oxo-4H-quinazolin-3-yl)-propionamide